CN([C@@H](COCCCCCCCC\C=C/C\C=C/CCCCC)COCCCC\C=C/CC)C (2S)-N,N-dimethyl-1-[(9Z,12Z)-octadec-9,12-dien-1-yloxy]-3-[(5Z)-oct-5-en-1-yloxy]propan-2-amine